C1(CCCC1)N1C(C=C(C2=C1N=C(N=C2)NC2=C(C=C(C=C2)N2CCN(CC2)C)OC)C)=O 8-Cyclopentyl-2-((2-methoxy-4-(4-methylpiperazin-1-yl)phenyl)amino)-5-methylpyrido[2,3-d]pyrimidine-7(8H)-one